O(O)N1OCC2C(O1)C1=CC=CC=C1C2 dioxa-2-ethyl-4,4a,5,9b-tetrahydroindeno[1,2-d][1,3]dioxazine